N-((R)-1-(4-(ethylsulfonyl)phenyl)-2-hydroxyethyl)-5-fluoronicotinamide C(C)S(=O)(=O)C1=CC=C(C=C1)[C@H](CO)NC(C1=CN=CC(=C1)F)=O